C1(=CC=CC=C1)P(C1=CC=CC=C1)(C1=CC=CC=C1)[Pd] (triphenylphosphino)-palladium